7-chloro-4-(1-(4-((dimethylamino)methyl)phenyl)piperidin-4-yl)-1-methyl-1,4-dihydropyrido[2,3-b]pyrazine-2,3-dione ClC1=CC2=C(N(C(C(N2C)=O)=O)C2CCN(CC2)C2=CC=C(C=C2)CN(C)C)N=C1